C(C)(=O)N1CCC(CC1)N(C)CC1=CN(C2=CC(=CC=C12)C1=NC=CC(=C1Cl)C=1C(=C(C=CC1)C1=CC=C(C(=N1)OC)CNC[C@@H]1CCC(N1)=O)Cl)C (5S)-5-[[[6-[3-[2-[3-[[(1-acetyl-4-piperidyl)-methyl-amino]methyl]-1-methyl-indol-6-yl]-3-chloro-4-pyridyl]-2-chloro-phenyl]-2-methoxy-3-pyridyl]methylamino]methyl]pyrrolidin-2-one